C[C@H]1N(CCOC1)C1=NC=2N(C(=C1)C1(CC1)S(=O)(=O)C)N=CC2C2=C(C=NN2)C (R)-3-methyl-4-(3-(4-methyl-1H-pyrazol-5-yl)-7-(1-(methylsulfonyl)cyclopropyl)pyrazolo[1,5-a]pyrimidin-5-yl)morpholine